NC1=NC=CC(=N1)N1C(=CC2=CC=C(C=C12)C#CC1(CCCCC1)O)NCCCOC 1-((1-(2-aminopyrimidin-4-yl)-2-((3-methoxypropyl)amino)-1H-indol-6-yl)ethynyl)cyclohexan-1-ol